C(C)(C)(C)OC(NCC(C(C)C)NC1=NC(=NC=C1Br)Cl)=O N-[2-[(5-bromo-2-chloro-pyrimidin-4-yl)amino]-3-methyl-butyl]Carbamic acid tert-butyl ester